1-(3,5-dichloro-4-((5-chloro-4-oxo-3,4-dihydrophthalazin-1-yl)oxy)phenyl)-2,4-dioxo-1,2,3,4-tetrahydropyrimidine-5-carbonitrile ClC=1C=C(C=C(C1OC1=NNC(C2=C(C=CC=C12)Cl)=O)Cl)N1C(NC(C(=C1)C#N)=O)=O